racemic-trans-tert-butyl N-(3-hydroxycyclobutyl)-N-methyl-carbamate O[C@@H]1C[C@H](C1)N(C(OC(C)(C)C)=O)C |r|